ClC=1C(=NC(=NC1)NC1=CC(=NN1)CC1=CC=C(C=C1)[N+](=O)[O-])C1=CN(C2=CC=CC=C12)S(=O)(=O)C1=CC=CC=C1 5-chloro-N-(3-(4-nitrobenzyl)-1H-pyrazol-5-yl)-4-(1-(benzenesulfonyl)-1H-indol-3-yl)pyrimidin-2-amine